FC1(CCNCC1)CN1CCN(CC1)C1CCN(CC1)C1=C(C=C(C(=C1)OC)[N+](=O)[O-])C=1C=NN(C1)C 1-((4-fluoropiperidin-4-yl)methyl)-4-(1-(5-methoxy-2-(1-methyl-1H-pyrazol-4-yl)-4-nitrophenyl)piperidin-4-yl)piperazine